(2S)-2-amino-3-(5-methyl-1H-indol-3-yl)propanamide N[C@H](C(=O)N)CC1=CNC2=CC=C(C=C12)C